6-(methylsulfonyl)-8-nitro-2-(((2-phenyloxazol-4-yl)methyl)amino)-4H-benzo[e][1,3]thiazin-4-one CS(=O)(=O)C=1C=C(C2=C(C(N=C(S2)NCC=2N=C(OC2)C2=CC=CC=C2)=O)C1)[N+](=O)[O-]